((4-bromophenyl)imino)-4,4-difluorotetrahydro-1λ6-thiopyran-1-oxide BrC1=CC=C(C=C1)N=S1(CCC(CC1)(F)F)=O